S(=O)(=O)(C1=CC=C(C)C=C1)N1CC2(CN3C(OC2)=C(C=N3)S(=O)(=O)OC3=C(C=C(C=C3Cl)Cl)Cl)C1 2,4,6-trichlorophenyl 1-tosyl-5',7'-dihydrospiro[azetidine-3,6'-pyrazolo[5,1-b][1,3]oxazine]-3'-sulfonate